neopentyl (methyl((5'-methyl-6-(((((S)-1-(neopentyloxy)-1-oxopropan-2-yl)amino)(methyl)phosphoryl)oxy)-4-pentyl-1',2',3',4'-tetrahydro-[1,1'-biphenyl]-2-yl)oxy)phosphoryl)-L-alaninate CP(=O)(OC1=C(C(=CC(=C1)CCCCC)OP(=O)(C)N[C@H](C(=O)OCC(C)(C)C)C)C1CCCC(=C1)C)N[C@@H](C)C(=O)OCC(C)(C)C